((2R,3R,7aS)-2-fluoro-3-methyltetrahydro-1H-pyrrolizin-7a(5H)-yl)methan-d2-ol F[C@@H]1C[C@@]2(CCCN2[C@@H]1C)C(O)([2H])[2H]